pyrrolidin-3-one HCl salt Cl.N1CC(CC1)=O